tert-butyl (3S)-4-(dimethylamino)-3-fluoropiperidine-1-carboxylate CN(C1[C@H](CN(CC1)C(=O)OC(C)(C)C)F)C